tert-butyl 6-(4-cyclopropyl-2,4-dioxo-butyl)-2-azaspiro[3.3]heptane-2-carboxylate C1(CC1)C(CC(CC1CC2(CN(C2)C(=O)OC(C)(C)C)C1)=O)=O